2-((3-methylmorpholino)methyl)-N-((2-(trifluoromethyl)pyridin-3-yl)methyl)pyrido[2,3-d]pyrimidin-4-amine CC1COCCN1CC=1N=C(C2=C(N1)N=CC=C2)NCC=2C(=NC=CC2)C(F)(F)F